NC1=CC(=CC2=C1N=NN2C)COC[C@@H](C)NC(=O)C2=CN=C1N2C=C(C=C1)Br N-[(2R)-1-[(7-amino-3-methyl-1,2,3-benzotriazol-5-yl)methoxy]propan-2-yl]-6-bromoimidazo[1,2-a]pyridine-3-carboxamide